2,6-Dichloro-4-(4-((7-ethyl-6-oxo-5,6-dihydro-1,5-naphthyridin-3-yl)methyl)piperazine-1-yl)-N-methylbenzamide ClC1=C(C(=O)NC)C(=CC(=C1)N1CCN(CC1)CC=1C=NC=2C=C(C(NC2C1)=O)CC)Cl